1-((2-(bis(2-bromoethyl)amino)-3-methyl-5-nitrophenyl)sulfonyl)-N,N-dimethylpiperidin-4-amine BrCCN(C1=C(C=C(C=C1C)[N+](=O)[O-])S(=O)(=O)N1CCC(CC1)N(C)C)CCBr